1-(4-(8-((4-((7-fluoro-1-methyl-1H-benzo[d][1,2,3]triazol-5-yl)oxy)-3-methylphenyl)amino)pyrimido[5,4-d]pyrimidin-2-yl)piperazin-1-yl)prop-2-en-1-one FC1=CC(=CC2=C1N(N=N2)C)OC2=C(C=C(C=C2)NC2=NC=NC1=C2N=C(N=C1)N1CCN(CC1)C(C=C)=O)C